FC1=C(C=CC(=C1)F)C1CCN(CC1)C(C)=O 1-(4-(2,4-difluorophenyl)piperidyl)ethanone